FC(C=1C=NC(=NC1)N1CCC(CC1)CCO\N=C\[C@H](C)NC(OC(C)(C)C)=O)(F)F (S,E)-tert-butyl (1-((2-(1-(5-(trifluoromethyl)pyrimidin-2-yl) piperidin-4-yl)ethoxy)imino)propan-2-yl)carbamate